4-((3-((1-((6-bromo-1-((1-(cyanomethyl)cyclopropyl)methyl)-4-fluoro-1H-benzo[d]imidazol-2-yl)methyl)piperidin-4-yl)oxy)phenoxy)methyl)-3-fluorobenzonitrile BrC=1C=C(C2=C(N(C(=N2)CN2CCC(CC2)OC=2C=C(OCC3=C(C=C(C#N)C=C3)F)C=CC2)CC2(CC2)CC#N)C1)F